BrC=1C=CC2=C(CN(C[C@H](O2)CC)C(=O)OC(C)(C)C)N1 tert-Butyl (2R)-7-bromo-2-ethyl-2,3-dihydropyrido[2,3-f][1,4]oxazepine-4(5H)-carboxylate